(E)-7-tetradecen-1-ol C(CCCCC\C=C\CCCCCC)O